[Si](C)(C)(C(C)(C)C)OCC=1C(=NC=CC1Cl)C(=O)O 3-(((tert-butyldimethylsilyl)oxy)methyl)-4-chloropyridine-2-carboxylic acid